CON(C(=O)C1C(CN(CC1)C(=O)OC(C)(C)C)C)C tert-butyl 4-[methoxy(methyl)carbamoyl]-3-methylpiperidine-1-carboxylate